2-(4-(1H-pyrazol-1-yl)phenyl)-5-methyl-4-((4-(4-nitrophenyl)piperidin-1-yl)methyl)oxazole N1(N=CC=C1)C1=CC=C(C=C1)C=1OC(=C(N1)CN1CCC(CC1)C1=CC=C(C=C1)[N+](=O)[O-])C